C(C)(=O)NC1=CC=C(C(=O)NC2=C(C=CC=C2)N)C=C1 4-(Acetylamino)-N-(2-aminophenyl)-benzamide